(R)-4-(6-(3-methylmorpholinyl)-1-(1-((2-(trimethylsilyl)ethoxy)methyl)-1H-pyrazole-5-yl)-1H-pyrazolo[3,4-b]pyridin-4-yl)cyclohexane-1-carbaldehyde C[C@H]1N(CCOC1)C1=CC(=C2C(=N1)N(N=C2)C2=CC=NN2COCC[Si](C)(C)C)C2CCC(CC2)C=O